NC=1C2=C(N=CN1)N(C=C2)[C@@H]2O[C@@H]([C@H]([C@H]2O)O)CSCC=2C(=NSC2C)C2=CC=CC=C2 (2R,3R,4S,5S)-2-(4-Amino-7H-pyrrolo[2,3-d]pyrimidin-7-yl)-5-((((5-methyl-3-phenylisothiazol-4-yl)methyl)thio)methyl)tetrahydrofuran-3,4-diol